6-Methyl-N-(methyl-d3)-5-(4-((7-methyl-6-oxo-5H-1,5-naphthyridin-3-yl)methyl)piperazine-1-yl)pyridine-2-carboxamide CC1=C(C=CC(=N1)C(=O)NC([2H])([2H])[2H])N1CCN(CC1)CC=1C=NC=2C=C(C(NC2C1)=O)C